methyl (S)-5-(10-ethyl-9,11-dioxo-1,2,4,4a,5,6,9,11,12,14-decahydro-3H,10H-pyrazino[1',2':5,6][1,5]oxazocino[2,3-g]quinazolin-3-yl)picolinate C(C)N1C(NC2=CC3=C(C=C2C1=O)OCC[C@@H]1N(C3)CCN(C1)C=1C=CC(=NC1)C(=O)OC)=O